NC=1C=2N(C=CN1)C(=NC2C2=CC=C(C=C2)[C@@](C)(O)C2=CC(=CC=C2)C(C)(C)C)[C@H]2CN1C(CC[C@@H]1CC2)=O (6R,8aS)-6-(8-amino-1-{4-[(1R)-1-(3-tert-butylphenyl)-1-hydroxyethyl]phenyl}imidazo[1,5-a]pyrazin-3-yl)hexahydroindolizin-3(2H)-one